O1C=NC(=C1)CNC1CC(C1)C1=CC=C(C=C1)C1=CC=C(C=C1)C#CCN1C(=NC=C1)[C@H](C)O (S)-1-(1-(3-(4'-(3-((oxazol-4-ylmethyl)amino)cyclobutyl)-[1,1'-biphenyl]-4-yl)prop-2-yn-1-yl)-1H-imidazol-2-yl)ethan-1-ol